IC=1C=C2C(=CC=NC2=CC1)C(=O)N 6-iodoquinoline-4-carboxamide